COC(C=CC=1C=C(C=CC1)OB(O)O)=O (3-(3-methoxy-3-oxoprop-1-en-1-yl)phenyl)boric acid